2-isopropyl-6-methyl-quinazolin-4(3H)-one C(C)(C)C1=NC2=CC=C(C=C2C(N1)=O)C